BrC1=CC=2C3=C(N=CC2C=C1)NC(=C3C)[Si](C)(C)C 8-bromo-1-methyl-2-(trimethylsilyl)-3H-pyrrolo[2,3-c]isoquinoline